FC=1C=C2C(CCOC2=CC1OC(C1=CC=C(C#N)C=C1)C1=CC=NC=C1)=O 4-(((6-fluoro-4-oxochroman-7-yl)oxy)(pyridin-4-yl)methyl)benzonitrile